tert-butyl 4-(5-bromo-6-methoxy-2H-indazol-2-yl)-3,3-difluoropiperidine-1-carboxylate BrC1=CC2=CN(N=C2C=C1OC)C1C(CN(CC1)C(=O)OC(C)(C)C)(F)F